4-(4-fluorophenyl)-N-methyl-L-phenylalanine FC1=CC=C(C=C1)C1=CC=C(C[C@H](NC)C(=O)O)C=C1